4,4-diMethylcyclohex-1-eneformaldehyde CC1(CC=C(CC1)C=O)C